1-(3-Bromo-4-methoxyphenyl)cyclobutane-1-carbonitrile BrC=1C=C(C=CC1OC)C1(CCC1)C#N